FCCCCCC(=O)OCC 1-Ethyl 6-fluorohexanoate